F[C@@H]1[C@@H](C1)C(=O)NC1=CC=C2C(=N1)N(C=C2C2=CC=C1C=NN(C1=C2OC)COCC[Si](C)(C)C)COCC[Si](C)(C)C (1S,2S)-2-fluoro-N-(3-(7-methoxy-1-((2-(trimethylsilyl)ethoxy)methyl)-1H-indazol-6-yl)-1-((2-(trimethylsilyl)ethoxy)methyl)-1H-pyrrolo[2,3-b]pyridin-6-yl)cyclopropane-1-carboxamide